C1(CCCCC1)C1=CC=C(C=C1)C=1NC=2N(C(C1)=O)N=C(C2C(=O)N2C(C(C2)CF)C)C2=NC=CC=N2 5-(4-cyclohexylphenyl)-2-pyrimidin-2-yl-3-[3-(fluoromethyl)-2-methyl-azetidine-1-carbonyl]-4H-pyrazolo[1,5-a]pyrimidin-7-one